dimethoxymethylsilyl methylcarbamate CNC(O[SiH2]C(OC)OC)=O